7β-hydroxy-3-keto-5β-cholanic acid O[C@@H]1[C@H]2[C@@H]3CC[C@H]([C@@H](CCC(=O)O)C)[C@]3(CC[C@@H]2[C@]2(CCC(C[C@H]2C1)=O)C)C